N-(piperidin-4-yl)-6-(2,2,2-trifluoroethyl)thieno[2,3-d]Pyrimidin-4-amine hydrochloride Cl.N1CCC(CC1)NC=1C2=C(N=CN1)SC(=C2)CC(F)(F)F